FC=1C(=NC=2N(C1)N=CC2C(=O)NC=2C=C(C=CC2C)S(=O)(=O)[O-])N2[C@H](CCC2)C=2C(=NC=C(C2)F)OC (1R,3r)-3-(6-fluoro-5-((R)-2-(5-fluoro-2-methoxypyridin-3-yl)pyrrolidin-1-yl)pyrazolo[1,5-a]pyrimidine-3-carboxamido)-4-methylbenzenesulfonate